amyl-quinoxalin-2(1H)-one C(CCCC)N1C(C=NC2=CC=CC=C12)=O